(rac)-4-[2-(1,2,3,5,6,7,8,8a-Octahydroindolizin-8-ylamino)oxazolo[4,5-b]pyridin-5-yl]-3-hydroxy-5-methyl-benzonitrile C1CCN2CCCC(C12)NC=1OC=2C(=NC(=CC2)C2=C(C=C(C#N)C=C2C)O)N1